ClC1=CC=C2C(=C(N(C2=C1)CC1=CC=C(C=C1)F)C=1OC=NN1)\C=N\O (E)-6-chloro-1-(4-fluorobenzyl)-2-(1,3,4-oxadiazol-2-yl)-1H-indole-3-formaldoxime